octadecyl-dimethyl-[3-(trihydroxysilyl)propyl]ammonium chloride [Cl-].C(CCCCCCCCCCCCCCCCC)[N+](CCC[Si](O)(O)O)(C)C